(2-((((2R,3S,4R,5R)-5-(6-chloro-4-((2-chlorobenzyl)amino)-1H-pyrazolo[3,4-d]pyrimidin-1-yl)-3,4-dihydroxytetrahydrofuran-2-yl)methyl)(methyl)amino)-2-oxoethyl)phosphonic acid ClC1=NC(=C2C(=N1)N(N=C2)[C@H]2[C@@H]([C@@H]([C@H](O2)CN(C(CP(O)(O)=O)=O)C)O)O)NCC2=C(C=CC=C2)Cl